(E)-3-amino-N-(2-((2-(2-aminobenzooxazol-6-yl)-6-methoxy-4H-benzopyran-4-ylidene)amino)phenyl)propanamide NCCC(=O)NC1=C(C=CC=C1)/N=C/1\C=C(OC2=C1C=C(C=C2)OC)C2=CC1=C(N=C(O1)N)C=C2